N-Boc-L-glutamate C(=O)(OC(C)(C)C)N[C@@H](CCC(=O)[O-])C(=O)[O-]